4-amino-1-(3-(4-chloro-3-fluorophenyl)-1,2,4-oxadiazol-5-yl)bicyclo[2.2.2]octan-2-ol NC12CC(C(CC1)(CC2)C2=NC(=NO2)C2=CC(=C(C=C2)Cl)F)O